NC(CC(C)N(C(O)=O)CCCCNC(C)CC(C)N)C (4-Aminopent-2-yl)(4-((4-Aminopent-2-yl)amino)butyl)carbamic acid